4-[(2-fluoro-6-hydroxyphenyl)amino]-2-[(6-methoxy-2-methyl-1,2,3,4-tetrahydroisoquinolin-7-yl)amino]pyrimidine-5-carboxamide FC1=C(C(=CC=C1)O)NC1=NC(=NC=C1C(=O)N)NC1=C(C=C2CCN(CC2=C1)C)OC